3-(benzo[d][1,3]dioxol-5-yl)-N-(2,6-dioxopiperidin-3-yl)-1H-indazole-7-carboxamide O1COC2=C1C=CC(=C2)C2=NNC1=C(C=CC=C21)C(=O)NC2C(NC(CC2)=O)=O